2-({3-[2-(4-chlorophenyl)ethyl]-1,2,4-oxadiazol-5-yl}methyl)-4-(trifluoromethyl)-2,3-dihydropyridazin-3-one ClC1=CC=C(C=C1)CCC1=NOC(=N1)CN1N=CC=C(C1=O)C(F)(F)F